FC1=CC(=C(C=C1)NC=1C(=CC=CC1)N)C N1-(4-fluoro-2-methylphenyl)benzene-1,2-diamine